4-(Trifluoromethyl)-6-(3-(4-(5-(trifluoromethyl)pyrimidin-2-yl)piperazine-1-carbonyl)benzyl)pyridazin-3(2H)-one FC(C=1C(NN=C(C1)CC1=CC(=CC=C1)C(=O)N1CCN(CC1)C1=NC=C(C=N1)C(F)(F)F)=O)(F)F